(R)-(4-(7-chloropyrazolo[1,5-a]pyridin-2-yl)-6,7-dihydro-1H-imidazo[4,5-c]pyridin-5(4H)-yl)(5-(pyrimidin-2-yl)-1,3,4-oxadiazol-2-yl)methanone ClC1=CC=CC=2N1N=C(C2)[C@@H]2N(CCC1=C2N=CN1)C(=O)C=1OC(=NN1)C1=NC=CC=N1